C=CCCCCCC trans-octene